C1(CC1)C1=C(C=C(C=C1)C=1C=C2CCC(C2=CC1)N1CC(C1)(O)C)F (5-(4-cyclopropyl-3-fluorophenyl)-2,3-dihydro-1H-inden-1-yl)-3-methylazetidin-3-ol